(R)-3-(3-fluoro-4-methoxyphenyl)-8-methyl-6-nitro-2-(pyrrolidin-3-yl)quinazolin-4(3H)-one FC=1C=C(C=CC1OC)N1C(=NC2=C(C=C(C=C2C1=O)[N+](=O)[O-])C)[C@H]1CNCC1